OC1=CC=C(C=C1)CCC(=O)NC1=C(C(=O)[O-])C=CC=C1 2-(3-(p-hydroxyphenyl)-propionamido)-benzoate